OC1=C(C=C(C=C1C(C1=CC=CC=C1)(C)C)C(C1=CC=CC=C1)(C)C)N1N=C2C(=N1)C=CC=C2 2-[2-hydroxy-3,5-bis(alpha,alpha-dimethylbenzyl)phenyl]-2H-benzotriazole